3-acetamido-N-(1-oxo-3-phenyl-1-(6-(pyridin-3-yl)-5,6-dihydropyridin-1(2H)-yl)propan-2-yl)benzamide C(C)(=O)NC=1C=C(C(=O)NC(C(N2CC=CCC2C=2C=NC=CC2)=O)CC2=CC=CC=C2)C=CC1